BrC=1C=NN(C1C)C1CN(C1)[C@@H]1CN(CCC1)C(=O)OC(C)(C)C tert-Butyl (3S)-3-[3-(4-bromo-5-methylpyrazol-1-yl)azetidin-1-yl]piperidine-1-carboxylate